F/C(/C(=O)OC)=C\C(=O)OC dimethyl 2-fluorofumarate